[Si](C1=CC=CC=C1)(C1=CC=CC=C1)(C(C)(C)C)O[C@@H]1C[C@@]2(CCCN2C1)C(=O)OC methyl (2R,7aS)-2-((tert-butyldiphenylsilyl)oxy)tetrahydro-1H-pyrrolizine-7a(5H)-carboxylate